C(C)(C)(C)OC(=O)N1CCN(CC1)C1=NN=C(C2=CC(=C(C=C12)Cl)C1=C(C=CC=C1O)F)N1CCCCC1 4-(7-chloro-6-(2-fluoro-6-hydroxyphenyl)-4-(piperidin-1-yl)phthalazin-1-yl)piperazine-1-carboxylic acid tert-butyl ester